2-((1R,5S,6R)-3-(5-((S)-2-methylazetidin-1-yl)pyrido[3,4-b]pyrazin-7-yl)-3-azabicyclo[3.1.0]hexane-6-yl)acetic acid C[C@@H]1N(CC1)C1=NC(=CC=2C1=NC=CN2)N2C[C@@H]1C([C@@H]1C2)CC(=O)O